(2R,6R)-4-[(2-fluoro-6-phenoxyphenyl)methyl]-6-methyl-1-(2-methylpropanoyl)-N-{[4-(pyrimidin-2-yl)phenyl]methyl}piperazine-2-carboxamide FC1=C(C(=CC=C1)OC1=CC=CC=C1)CN1C[C@@H](N([C@@H](C1)C)C(C(C)C)=O)C(=O)NCC1=CC=C(C=C1)C1=NC=CC=N1